FC=1C=C2CCNCC2=CC1C1=NC=CC=C1 6-fluoro-7-(pyridin-2-yl)-1,2,3,4-tetrahydroisoquinoline